tert-butyl ((1,3,3-trimethyl-4-oxocyclohexyl)methyl)carbamate CC1(CC(C(CC1)=O)(C)C)CNC(OC(C)(C)C)=O